(S)-5-((4-((2-hydroxy-1-phenylethyl)amino)-5-(5-methyl-1,3,4-oxadiazol-2-yl)pyrimidin-2-yl)amino)-3,3-dimethylisoindolin-1-one OC[C@H](C1=CC=CC=C1)NC1=NC(=NC=C1C=1OC(=NN1)C)NC=1C=C2C(NC(C2=CC1)=O)(C)C